ClC1=NC(=C(C(=O)O)C=C1)OCC1=NN=NN1C 6-chloro-2-((1-methyl-1H-tetrazol-5-yl)methoxy)nicotinic acid